cobalt(II) diacetate C(C)(=O)[O-].C(C)(=O)[O-].[Co+2]